N-(4-(hexahydropyrrolo[1,2-a]pyrazin-2(1H)-yl)phenyl)-[1,2,4]triazolo[4',3':1,6]pyrido[2,3-d]pyrimidin-2-amine C1C2N(CCN1C1=CC=C(C=C1)NC=1N=CC3=C(N1)N1C(C=C3)=NN=C1)CCC2